C(C(C)C)S iso-butanethiol